pent-3-ene CCC=CC